methyl-Chlorosuccinimide CC1(C(=O)NC(C1)=O)Cl